(R)-4-benzyloxy-2-methyl-4-oxobutanoic acid calcium salt [Ca+2].C(C1=CC=CC=C1)OC(C[C@H](C(=O)[O-])C)=O.C(C1=CC=CC=C1)OC(C[C@H](C(=O)[O-])C)=O